(3,3-Difluorobicyclo[3.1.0]hex-6-yl)((5s,7s)-7-fluoro-5-phenyl-6,7-dihydro-5H-pyrrolo[1,2-b][1,2,4]triazol-2-yl)methanone FC1(CC2C(C2C1)C(=O)C=1N=C2N(N1)[C@@H](C[C@@H]2F)C2=CC=CC=C2)F